C(C)(C)(C)OC(=O)NCCN(C(C(=O)OC)=O)C1CCC1 methyl 2-((2-((tert-butoxycarbonyl)amino)ethyl)(cyclobutyl)amino)-2-oxoacetate